tert-Butyl 4-(((5-(3,3-dioxido-2H-benzo[d][1,3]oxathiol-6-yl)pyrimidin-2-yl)oxy)methyl)piperidine-1-carboxylate O=S1(COC2=C1C=CC(=C2)C=2C=NC(=NC2)OCC2CCN(CC2)C(=O)OC(C)(C)C)=O